ClC=1C=CC=C2C=CC(=CC12)S(=O)(=O)Cl 8-chloro-2-naphthalenesulfonyl chloride